COC(=O)C1=NC(=C(C(=C1Cl)N)C)C1=CC=C(C=C1)OC(F)F 4-amino-3-chloro-6-(4-(difluoromethoxy)phenyl)-5-methyl-pyridine-2-carboxylic acid methyl ester